2-methylenetetrahydro-1H-pyrrole C=C1NCCC1